(1R,3S)-3-(3-{[(5-meth-oxypyrazin-2-yl)acetyl]-amino}-1H-pyrazol-5-yl)-cyclopentyl [(1R)-1-cyclopropylethyl]carbamate C1(CC1)[C@@H](C)NC(O[C@H]1C[C@H](CC1)C1=CC(=NN1)NC(CC1=NC=C(N=C1)OC)=O)=O